FC=1C=C(C#N)C=C(C1)CO[C@@H](CO)CCCCCCCCCCCCCCCCCCC(F)(F)F (R)-3-fluoro-5-(((21,21,21-trifluoro-1-hydroxyhenicosan-2-yl)oxy)methyl)benzonitrile